FC(C1=NC=C(C=N1)C1CC2(CN(C2)C(=O)N2CC3(C2)NC(OC3)=O)C1)(F)F 2-[6-[2-(trifluoromethyl)pyrimidin-5-yl]-2-azaspiro[3.3]heptane-2-carbonyl]-7-oxa-2,5-diazaspiro[3.4]octan-6-one